C[C@@H]1CN(C[C@@H](N1)C)C1=CC=C(C(=N1)CNC=1C2=C(N=CN1)NC=C2C2CCOCC2)C N-((6-((3R,5S)-3,5-Dimethylpiperazin-1-yl)-3-methylpyridin-2-yl)methyl)-5-(tetrahydro-2H-pyran-4-yl)-7H-pyrrolo[2,3-d]pyrimidin-4-amine